3-chloro-5-(2-chloro-3,5-dimethoxyphenyl)-4-(2-chloro-4-fluorophenyl)-1-methyl-2(1H)-pyridinone ClC=1C(N(C=C(C1C1=C(C=C(C=C1)F)Cl)C1=C(C(=CC(=C1)OC)OC)Cl)C)=O